3-benzyl-2-(2,6-dimethylphenyl)-1-methyl-4,5-diphenyl-1H-imidazol-3-ium C(C1=CC=CC=C1)[N+]1=C(N(C(=C1C1=CC=CC=C1)C1=CC=CC=C1)C)C1=C(C=CC=C1C)C